O=C1CCNCCC1 4-oxo-azepane